ClP(C1=CC=C(C=C1)CCCCCCCCCC)C1=CC=C(C=C1)CCCCCCCCCC chlorobis(4-decylphenyl)phosphine